CC1=NC=C(C=N1)N1N=CC(=CC1=O)C=1NC(C2=CC=CC=C2C1)=O 3-(1-(2-methylpyrimidin-5-yl)-6-oxo-1,6-dihydropyridazin-4-yl)isoquinolin-1(2H)-one